C(CC)C(C(N)(CCC)CCC)(CCN)CCC tetrapropyl-1,4-butanediamine